BrC1=CC(=CC=C1)CC(C)(C)OCOC 1-bromo-3-[2-(methoxymethoxy)-2-methylpropyl]benzene